2-(3-Fluorophenyl)-N-{3-sulfamoyl-4-[4-(trifluoromethyl)-1H-pyrazol-1-yl]phenyl}acetamide FC=1C=C(C=CC1)CC(=O)NC1=CC(=C(C=C1)N1N=CC(=C1)C(F)(F)F)S(N)(=O)=O